(3R,6S)-naphthalen-1-ylmethyl 8-(3-amino-3-oxopropyl)-6-(cyclohexylmethyl)-3-isobutyl-4,7-dioxohexahydropyrazino[2,1-c][1,2,4]oxadiazine-1(6H)-carboxylate NC(CCN1CC2N(O[C@@H](C(N2[C@H](C1=O)CC1CCCCC1)=O)CC(C)C)C(=O)OCC1=CC=CC2=CC=CC=C12)=O